FC=1C(=NC=C(C1)F)N1C=C(C(C2=CC(=C(N=C12)N1CCC(CC1)(CO)O)F)=O)C(=O)NC(C(F)(F)F)C(F)(F)F 1-(3,5-difluoropyridin-2-yl)-6-fluoro-N-(1,1,1,3,3,3-hexafluoropropan-2-yl)-7-[4-hydroxy-4-(hydroxymethyl)piperidin-1-yl]-4-oxo-1,4-dihydro-1,8-naphthyridine-3-carboxamide